ClC1=C(C=CC=C1)[C@]1([C@H](CCCC1)N[C@@H]1CCCC2=CC=CC=C12)NC (1R,2S)-1-(2-chlorophenyl)-N1-methyl-N2-((R)-1,2,3,4-tetrahydronaphthalen-1-yl)cyclohexane-1,2-diamine